2-(2-fluoro-4-(4-fluoro-6-hydroxypyridin-2-yl)benzyl)-1-(2-methoxyethyl)-1H-benzo[d]Imidazole-6-carboxylic acid methyl ester COC(=O)C=1C=CC2=C(N(C(=N2)CC2=C(C=C(C=C2)C2=NC(=CC(=C2)F)O)F)CCOC)C1